p-chloroacetanilide-14C ClC1=CC=[14C](NC(C)=O)C=C1